C(C)(C)(C)OC(=O)NCCCCOC1=C2[C@H]3[C@H](C(OC2=CC(=C1)C(C)(CCCCCC)C)(C)C)CC=C(C3)C(=O)O (6aR,10aR)-1-(4-((tert-butoxycarbonyl)amino)butoxy)-6,6-dimethyl-3-(2-methyloctan-2-yl)-6a,7,10,10a-tetrahydro-6H-benzo[c]chromene-9-carboxylic acid